5-hydroxy-7-(1,2,3,4-tetrahydroisoquinoline-2-carbonyl)-2,3-dihydro-1H-indene-4-carbaldehyde OC1=C(C=2CCCC2C(=C1)C(=O)N1CC2=CC=CC=C2CC1)C=O